C1(CC1)C(C1CC1)NCC1=CC(=NC(=C1)C)N1C(C2=CC(=CC=C2C1)C1=C(C=C(C=C1)F)C1=NN=CN1C)=O 2-(4-(((Dicyclopropylmethyl)amino)methyl)-6-methylpyridin-2-yl)-6-(4-fluoro-2-(4-methyl-4H-1,2,4-triazol-3-yl)phenyl)isoindolin-1-one